5-Chloro-2-(chloromethyl)-4-(trifluoromethyl)pyridin Hydrochlorid Cl.ClC=1C(=CC(=NC1)CCl)C(F)(F)F